7-((2S,5R)-4-acryloyl-2,5-dimethylpiperazin-1-yl)-9-chloro-3-((dimethylamino)meth-yl)-10-(4-fluorophenyl)-2H-[1,4]oxazino[2,3,4-ij]quinazolin-5(3H)-one C(C=C)(=O)N1C[C@@H](N(C[C@H]1C)C1=NC(N2C3=C(C(=C(C=C13)Cl)C1=CC=C(C=C1)F)OCC2CN(C)C)=O)C